hydroxy-D-mannose OC(=O)[C@@H](O)[C@@H](O)[C@H](O)[C@H](O)CO